FC=1C=C(CCNC2=NC3=CC=CC=C3C(=N2)NCCO)C=CC1 2-((2-((3-fluorophenethyl)amino)quinazolin-4-yl)amino)ethan-1-ol